5-amino-N-{4-[(3S)-3-aminopiperidin-1-yl]-(7S)-7-methoxy-6,7-dihydro-5H-cyclopenta[b]pyridin-3-yl}-2-(2,6-difluorophenyl)-1,3-thiazole-4-carboxamide NC1=C(N=C(S1)C1=C(C=CC=C1F)F)C(=O)NC=1C(=C2C(=NC1)[C@H](CC2)OC)N2C[C@H](CCC2)N